C(C)(C)(C)OC(C1=C(C=CC=C1)NS(=O)(=O)C1=C(C=CC=C1)[N+](=O)[O-])=O 2-(2-nitrobenzenesulfonamido)benzoic acid tert-butyl ester